F[C@@H]1C[C@H](N(C1)C(CC1=C(N=NN1)C)=O)C(=O)N[C@@H](C1=CC=CC=C1)C1=CC(=C(C=C1)C(C)C)F (2S,4R)-4-fluoro-N-[(S)-[3-fluoro-4-(propan-2-yl)phenyl](phenyl)methyl]-1-[2-(4-methyl-1H-1,2,3-triazol-5-yl)acetyl]pyrrolidine-2-carboxamide